ClC=1C(NC(C1Cl)(C)C)C(=O)NC1=C(OC2CN(CC2)C(=O)OC(C)(C)C)C=C(C=C1)C(=O)NN tert-butyl 3-(2-(3,4-dichloro-5-methyl-5-methyl-1H-pyrrole-2-carboxamido)-5-(hydrazinecarbonyl)phenoxy)pyrrolidine-1-carboxylate